((2R,3S,5R)-5-(4-amino-2-oxopyrimidin-1(2H)-yl)-3-((hydroxy(isobutoxy)phosphoryl)-oxy)tetrahydrofuran-2-yl)methyl isobutyl hydrogen phosphate P(=O)(OC[C@H]1O[C@H](C[C@@H]1OP(=O)(OCC(C)C)O)N1C(N=C(C=C1)N)=O)(OCC(C)C)O